3-(4-((2-iodo-1-(2,2,2-trifluoroethyl)-1H-indol-4-yl)amino)cyclohexyl)propane-1,2-diol IC=1N(C2=CC=CC(=C2C1)NC1CCC(CC1)CC(CO)O)CC(F)(F)F